4-(1-(2-hydroxybenzyl)-5-(trifluoromethyl)-1H-imidazol-2-yl)benzonitrile OC1=C(CN2C(=NC=C2C(F)(F)F)C2=CC=C(C#N)C=C2)C=CC=C1